C(CCCCCCCC)C=1C(=C(C=CC1)NC1=CC=CC=C1)CCCCCCCCC di-nonyl-diphenylamine